N=1N=C(N2C1CCC2)C2=CC=C(N=N2)OCC=2C(=NOC2C)C2=CC=C(C=C2)F 4-(((6-(6,7-dihydro-5H-pyrrolo[2,1-c][1,2,4]triazol-3-yl)pyridazin-3-yl)oxy)methyl)-3-(4-fluorophenyl)-5-methylisoxazole